ethyl 1-[(4-{3-azabicyclo[3.1.0]hex-3-yl}-2-cyanophenyl) methyl]-1H-imidazole-4-carboxylate C12CN(CC2C1)C1=CC(=C(C=C1)CN1C=NC(=C1)C(=O)OCC)C#N